N-(4-cyclobutyl-5-(3,5-difluorophenyl)-1-methyl-1H-pyrazol-3-yl)-2-(3,3-difluorocyclobutyl)acetamide C1(CCC1)C=1C(=NN(C1C1=CC(=CC(=C1)F)F)C)NC(CC1CC(C1)(F)F)=O